B(OCC)(OCC)OCC The molecule is a member of the class of borate esters obtained by the formal condensation of three equivalents of ethanol with boric acid. It derives from an ethanol.